N-(3-(hydroxymethyl)oxetan-3-yl)-N,2-dimethyl-5-((4-methylthiazol-5-yl)methoxy)benzofuran-3-carboxamide OCC1(COC1)N(C(=O)C1=C(OC2=C1C=C(C=C2)OCC2=C(N=CS2)C)C)C